2-amino-N-butyl-5-cyano-3-methylbenzamide NC1=C(C(=O)NCCCC)C=C(C=C1C)C#N